C1(CC1)C=1C(=NC(=NC1)NC=1C(=NN(C1)C1CCN(CC1)C)C)NCCCN1CCOCC(C1=O)(C)C 4-(3-((5-Cyclopropyl-2-((3-methyl-1-(1-methylpiperidin-4-yl)-1H-pyrazol-4-yl)amino)pyrimidin-4-yl)amino)propyl)-6,6-dimethyl-1,4-oxazepan-5-on